C(C)(C)(C)OC(=O)N1CC2=C(CC1)C(=CS2)C(NC2=CC(=CC(=C2)C(F)(F)F)CN2CCN(CC2)C)=O 3-((3-((4-methylpiperazin-1-yl)methyl)-5-(trifluoromethyl)phenyl)carbamoyl)-4,7-dihydrothieno[2,3-c]pyridine-6(5H)-carboxylic acid tert-butyl ester